dodecyl-sulfuric acid C(CCCCCCCCCCC)OS(O)(=O)=O